F[C@H]1CNCC[C@H]1N1CCN(CC1)C1=CC=CC=2N(C(N(C21)C)=O)C2C(NC(CC2)=O)=O 3-[4-[4-[(3S,4R)-3-fluoro-4-piperidinyl]piperazin-1-yl]-3-methyl-2-oxo-benzimidazol-1-yl]piperidine-2,6-dione